dimethoxy-3-(2-methylpropyl)-2H-benzo[a]quinolizin-2-one COC=1N2C=CC3=C(C2=C(C(C1CC(C)C)=O)OC)C=CC=C3